1,3-dichloro-9,9-dimethyl-9,10-dihydroacridine ClC1=CC(=CC=2NC3=CC=CC=C3C(C12)(C)C)Cl